CC=1C=C(OCC(=O)OCC)C=CC1C(NC=1SC(=CN1)C)=O ethyl 2-(3-methyl-4-((5-methylthiazol-2-yl)carbamoyl)phenoxy)acetate